FC1=C(CCN2C[C@@H](C([C@@H](C2)O)O)O)C=CC=C1 (3S,4r,5R)-1-(2-fluorophenethyl)piperidine-3,4,5-triol